(2S)-5,5-dimethyl-2-{[(5,6,7,8-tetrahydroquinolin-3-yl)methyl]amino}hexanoic acid CC(CC[C@@H](C(=O)O)NCC=1C=NC=2CCCCC2C1)(C)C